C(C)(=O)C1=CC=CC2=CC3=C(C=CC=C3C=C12)C(C)=O 1,5-diacetylanthracene